The molecule is a sulfoglycosphingolipid. It has a role as a human metabolite. It derives from a psychosine. It is a tautomer of a psychosine sulfate zwitterion. CCCCCCCCCCCCC/C=C/[C@H]([C@H](CO[C@H]1[C@@H]([C@H]([C@H]([C@H](O1)COS(=O)(=O)O)O)O)O)N)O